ClP(C(P(C1CCCCC1)(C1CCCCC1)(C1CCCCC1)Cl)(C1=CC=CC=C1)C=C)(C1CCCCC1)(C1CCCCC1)C1CCCCC1.[Ru+2] ruthenium (II) dichloro(vinyl-phenylmethylene)bis(tricyclohexylphosphine)